FC1=CC(=C(S1)C1=NC=C(C(=N1)C)O[C@@H]1C[C@H](CCC1)C(=O)O)CNC1=NC=CC(=N1)C(C)C (1S,3S)-3-((2-(5-fluoro-3-(((4-isopropylpyrimidin-2-yl)amino)methyl)thiophen-2-yl)-4-methylpyrimidin-5-yl)oxy)cyclohexanecarboxylic acid